N-ethyl-5-fluoro-N-isopropyl-2-((4-(3-((((trans-4-(Ethylsulfonamido)cyclohexyl)methyl)amino)methyl)azetidin-1-yl)pyrimidin-5-yl)oxy)benzamide C(C)N(C(C1=C(C=CC(=C1)F)OC=1C(=NC=NC1)N1CC(C1)CNC[C@@H]1CC[C@H](CC1)NS(=O)(=O)CC)=O)C(C)C